OC1=CC=C(C=C1)NC1=NC2=CC=CC=C2C(=N1)C(F)(F)F N-(4-hydroxyphenyl)-4-trifluoromethylquinazolin-2-amine